(5-{5-[5-Fluoro-6-(2-methoxyethoxy)-1H-indazol-3-yl]-isoxazol-3-yl}-pyridin-2-yl)-((S)-2-hydroxymethylpyrrolidin-1-yl)-methanon FC=1C=C2C(=NNC2=CC1OCCOC)C1=CC(=NO1)C=1C=CC(=NC1)C(=O)N1[C@@H](CCC1)CO